C1(=CC=CC=C1)N(C1=CC=C(C=C1)N(C1=CC=CC=C1)C=1C=CC=2N(C3=CC=C(C=C3C2C1)N(C1=CC=C(C=C1)N(C1=CC=CC=C1)C1=CC=CC=C1)C1=CC=CC=C1)C1=CC=CC=C1)C1=CC=CC=C1 3,6-bis[N-(4-diphenylaminophenyl)-N-phenylamino]-9-phenylcarbazole